tert-butyl-6-[[2-[4-(cyclopentylamino)phenyl]-1-(2-fluoro-6-methyl-benzoyl)-2,3,4,4a,5,6,7,7a-octahydrocyclopenta[b]pyridine-3-carbonyl]amino]-3,4-dihydro-1H-isoquinoline-2-carboxylate C(C)(C)(C)OC(=O)N1CC2=CC=C(C=C2CC1)NC(=O)C1CC2C(N(C1C1=CC=C(C=C1)NC1CCCC1)C(C1=C(C=CC=C1C)F)=O)CCC2